2-(6-fluoro-1-methyl-1H-indol-4-yl)-7-(fluoromethoxy)-6-methoxy-4-(piperidine-1-carbonyl)isoquinolin-1(2H)-one FC1=CC(=C2C=CN(C2=C1)C)N1C(C2=CC(=C(C=C2C(=C1)C(=O)N1CCCCC1)OC)OCF)=O